C(C)(C)OC1=CC=2N(C=C1C(=O)NC=1C(N(C=CC1)C)=O)C=C(N2)[C@]21CO[C@](CC2)(C1)C 7-isopropoxy-N-(1-methyl-2-oxo-1,2-dihydropyridin-3-yl)-2-((1R,4S)-1-methyl-2-oxabicyclo[2.2.1]heptan-4-yl)imidazo[1,2-a]pyridine-6-carboxamide